CN1C(NC2=C1C(=CC=C2)N2[C@@H]1CN(C[C@H]2CC1)C(=O)OC(C)(C)C)=O tert-butyl (1S,5R)-8-(3-methyl-2-oxo-1H-benzimidazol-4-yl)-3,8-diazabicyclo[3.2.1]octane-3-carboxylate